8-Isopropenyl-11-methyl-octadecadiene-10-ene C(=C)(C)C(CCCC=CC=C)CC=C(CCCCCCC)C